C[C@H]1CN(C[C@H](C1)C)CC1=C2C(=NC(=C1)C(=O)NC1=CC(=CC=C1)C1(CC(C1)CC#N)C1=NN=CN1C)C(CO2)(C)C 7-{[(3R,5S)-3,5-dimethylpiperidin-1-yl]methyl}-3,3-dimethyl-N-{3-[(1s,3s)-3-(cyanomethyl)-1-(4-methyl-1,2,4-triazol-3-yl)cyclobutyl]phenyl}-2H-furo[3,2-b]pyridine-5-carboxamide